C(CCCCC\C=C\CCCCCCCC)=O (E)-7-Hexadecenal